(S)-2-methoxy-N-(6-(5-methyl-6,7-dihydro-5H-pyrrolo[2,1-c][1,2,4]triazol-3-yl)pyridin-2-yl)nicotinamide COC1=C(C(=O)NC2=NC(=CC=C2)C=2N3C(=NN2)CC[C@@H]3C)C=CC=N1